2-methoxy-5-(trifluoromethyl)phenyl-3-(3-(trifluoromethyl)phenyl)-7-oxabicyclo[2.2.1]heptane-2-carboxamide COC1=C(C=C(C=C1)C(F)(F)F)C12C(C(C(CC1)O2)C2=CC(=CC=C2)C(F)(F)F)C(=O)N